tert-butyl 3-(cyanomethyl)piperidine-1-carboxylate C(#N)CC1CN(CCC1)C(=O)OC(C)(C)C